4-(3-(Benzoylamino(carboxy)methyl)-[1,1'-biphenyl]-4-yl)butanoic acid C(C1=CC=CC=C1)(=O)NC(C=1C=C(C=CC1CCCC(=O)O)C1=CC=CC=C1)C(=O)O